4-[7-fluoro-1-(pyridin-3-ylmethyl)benzimidazol-2-yl]-1,2,5-oxadiazol-3-amine FC1=CC=CC2=C1N(C(=N2)C=2C(=NON2)N)CC=2C=NC=CC2